FCCN1C(C(CCC1)C1=CC=2C(=NC=CC2NC=2C=CC3=C(N=CS3)C2)S1)C N-(2-(1-(2-fluoroethyl)-2-methylpiperidin-3-yl)thieno[2,3-b]pyridin-4-yl)benzo[d]thiazol-5-amine